ClC1=NC=C(C(=N1)NC=1C=C2C(=CC(N(C2=CC1)C)=O)NC(C)C=1N=CCCN1)Cl 6-((2,5-dichloropyrimidin-4-yl)amino)-4-((1-(4,5-dihydropyrimidin-2-yl)ethyl)amino)-1-methylquinolin-2(1H)-one